N-(5,8,10,14-eicosatetraenoyl)alanine C(CCCC=CCC=CC=CCCC=CCCCCC)(=O)N[C@@H](C)C(=O)O